Methyl 2-(3-((5-(3-((3-((1-methyl-4-(5-(pyridin-4-yl)-4H-1,2,4-triazol-3-yl)piperidin-4-yl)amino)benzamido)methyl)phenoxy)pentyl)oxy)propoxy)acetate CN1CCC(CC1)(C1=NN=C(N1)C1=CC=NC=C1)NC=1C=C(C(=O)NCC=2C=C(OCCCCCOCCCOCC(=O)OC)C=CC2)C=CC1